2-((1-(5-(4,4-difluoropiperidin-1-yl)-9-methyl-2-(trifluoromethyl)imidazo[1,2-c]quinazolin-7-yl)ethyl)amino)benzamide FC1(CCN(CC1)C1=NC=2C(=CC(=CC2C=2N1C=C(N2)C(F)(F)F)C)C(C)NC2=C(C(=O)N)C=CC=C2)F